3-Fluoro-6-(4-fluoro-3-methyl-phenyl)pyrazolo[4,3-b]pyridin FC1=NNC=2C1=NC=C(C2)C2=CC(=C(C=C2)F)C